ClC=1C(NC=2C=C(C=NC2C1)CN1CCC(=CC1)C1=NC=C(C=C1)C#N)=O 1'-((7-chloro-6-oxo-5,6-dihydro-1,5-naphthyridin-3-yl)methyl)-1',2',3',6'-tetrahydro-[2,4'-bipyridine]-5-carbonitrile